2-amino-3-methyl-N-((5-(3-oxetanyloxy)-2-pyridinyl)methyl)-N-((1R)-1-(2-pyrimidinyl)ethyl)-6-quinolinecarboxamide NC1=NC2=CC=C(C=C2C=C1C)C(=O)N([C@H](C)C1=NC=CC=N1)CC1=NC=C(C=C1)OC1COC1